FC=1C=C(C=C(C1)F)[C@@H]1CC[C@H]2OC3(C(N21)=O)CCN(CC3)C(=O)C3=CC=C(C=C3)F (5'S,7a'R)-5'-(3,5-difluorophenyl)-1-(4-fluorobenzene-1-carbonyl)tetrahydro-3'H-spiro[piperidine-4,2'-pyrrolo[2,1-b]-[1,3]oxazol]-3'-one